2-(2,2-di(2-hydroxyphenyl)vinyl)-pyridine OC1=C(C=CC=C1)C(=CC1=NC=CC=C1)C1=C(C=CC=C1)O